2,3-DIFLUORO-BENZENEPROPANAL FC1=C(C=CC=C1F)CCC=O